FC1=C(C(=O)NC)C=C(C(=C1)NCC#CC=1N(C2=CC=CC(=C2C1)NC1CCC(CC1)N(C)C)CC(F)(F)F)OC 2-fluoro-5-methoxy-N-methyl-4-{[3-(4-{[(1R,4R)-4-(dimethyl-amino)cyclohexyl]amino}-1-(2,2,2-trifluoro-ethyl)-1H-indol-2-yl)prop-2-yn-1-yl]amino}benzamide